O1COC2=C1C=CC=C2C[C@@H](CNC(=O)NCCC2=CC=C(C=C2)C)N(C)C ((S)-3-(benzo[d][1,3]dioxol-4-yl)-2-(dimethylamino)propyl)-3-(4-methylphenylethyl)urea